N-methyl-4-pentene-1-amine CNCCCC=C